SC1=CC=CC(=N1)N1C=C(C(C2=CC(=C(C(=C12)Cl)N1CCNCC1)F)=O)C(=O)O 1-(6-mercapto-2-pyridyl)-8-chloro-6-fluoro-1,4-dihydro-7-piperazinyl-4-oxo-3-quinolinecarboxylic acid